5-(3-cyclopropylpyrazolo[1,5-a]pyrimidin-5-yl)-N-((1-fluorocyclohexyl)methyl)-7H-pyrrolo[2,3-d]pyrimidin-2-amine C1(CC1)C=1C=NN2C1N=C(C=C2)C2=CNC=1N=C(N=CC12)NCC1(CCCCC1)F